CC1(C(C(C(C1)(C(=O)O)C)(C(=O)O)C)(C(=O)O)C)C(=O)O tetramethyl-cyclopentane-1,2,3,4-tetracarboxylic acid